[3-(2-methylaminoethyl)-1H-indol-4-yl] dihydrogen phosphate P(=O)(OC1=C2C(=CNC2=CC=C1)CCNC)(O)O